5-(6-((1S,6R,7R)-7-(aminomethyl)-7-(2-fluorophenyl)-3-azabicyclo[4.1.0]heptan-3-yl)-1H-pyrazolo[3,4-b]pyrazin-3-yl)-6-(trifluoromethyl)pyridin-2-ol NC[C@@]1([C@@H]2CCN(C[C@H]12)C1=CN=C2C(=N1)NN=C2C=2C=CC(=NC2C(F)(F)F)O)C2=C(C=CC=C2)F